(3-methyloxetan-3-yl)-4-[3-(2-fluoro-3-pyridyl)pyrazolo[1,5-a]pyrimidin-5-yl]piperazine-1-carboxylate CC1(COC1)OC(=O)N1CCN(CC1)C1=NC=2N(C=C1)N=CC2C=2C(=NC=CC2)F